N1(OCCO1)OC(CCCCC[N+]1=C(C(C2=CC=CC=C12)(C)C)C=CC=C1N(C2=CC=CC=C2C1(C)C)CCCCCC(=O)ON1OCCO1)=O 1-[6-(2,5-dioxapyrrolidin-1-yloxy)-6-oxohexyl]-2-(3-{1-[6-(2,5-dioxapyrrolidin-1-yloxy)-6-oxohexyl]-3,3-dimethyl-1,3-dihydro-2H-indol-2-ylidene}prop-1-en-1-yl)-3,3-dimethyl-3H-indolium